(R)-3-chloro-6-fluoro-5-(4-(2-isopropylmorpholino)phenyl)pyridin-2-amine ClC=1C(=NC(=C(C1)C1=CC=C(C=C1)N1C[C@H](OCC1)C(C)C)F)N